C(C)S(=O)(=O)N[C@@H]1[C@@H](N(CC1(F)F)C(=O)OC(C)(C)C)CC1=C(C(=CC=C1)C(C)C1=NC=CC=C1C)F tert-butyl (2S,3R)-3-[(ethanesulfonyl)amino]-4,4-difluoro-2-({2-fluoro-3-[1-(3-methylpyridin-2-yl)ethyl]phenyl}methyl)pyrrolidine-1-carboxylate